O1C(NC2=C1C=CC(=C2)NC2=NC(=NC=C2C)NC=2C=C(C(=NC2)N2[C@@H]1CN([C@H](C2)C1)C)C(F)(F)F)=O N4-(benzo[d]oxazolin-2(3H)-one-5-yl)-5-methyl-N2-[2-((1S,4S)-5-methyl-2,5-diazabicyclo[2.2.1]heptan-2-yl)-3-trifluoromethylpyridine-5-yl]-2,4-pyrimidinediamine